C(C)(C)(C)OC(C(C(C=CC(C(C(OC)OC(C)(C)C)C)OC)OC)C)OC 1,8-di-tert-butoxy-1,3,6,8-tetramethoxy-2,7-dimethyl-4-octene